2-(3-(3-bromophenyl)-3-(4-methyl-4H-1,2,4-triazol-3-yl)cyclobutylidene)acetonitrile BrC=1C=C(C=CC1)C1(CC(C1)=CC#N)C1=NN=CN1C